C12C(=CC(CC1)O2)CO (7-oxabicyclo[2.2.1]hept-2-en-2-yl)methanol